O.O.O.NC1=C(C=C(C(=N1)N1C=C(C(C2=CC(=C(C(=C12)Cl)N1CC(C1)O)F)=O)C(=O)O)F)F 1-(6-amino-3,5-difluoropyridin-2-yl)-8-chloro-6-fluoro-1,4-dihydro-7-(3-hydroxyazetidin-1-yl)-4-oxo-3-quinolinecarboxylate trihydrate